1-(6,7-dihydro-5H-benzo[6,7]cyclohepta[1,2-c]pyridazin-3-yl)-N3-(7-cyclopentylamino-6,7,8,9-tetrahydro-5H-benzo[7]annulene-2-yl)-1H-1,2,4-triazole-3,5-diamine N1=NC(=CC2=C1C1=C(CCC2)C=CC=C1)N1N=C(N=C1N)NC=1C=CC2=C(CCC(CC2)NC2CCCC2)C1